O1CCN(CC1)CC[N+]#[C-] 2-Morpholinoethyl isocyanide